tert-butyl 8-(2-methoxy-4-(4,4,5,5-tetramethyl-1,3,2-dioxaborolan-2-yl)phenyl)-2-azaspiro[4.5]decane-2-carboxylate COC1=C(C=CC(=C1)B1OC(C(O1)(C)C)(C)C)C1CCC2(CCN(C2)C(=O)OC(C)(C)C)CC1